ethyl-N-(8-methyl-2-oxo-3,4-dihydro-1H-quinolin-6-yl)pyridine-4-carboxamide C(C)C1=NC=CC(=C1)C(=O)NC=1C=C2CCC(NC2=C(C1)C)=O